FC=1C=C(C=C2CCN3[C@H](C12)C[C@H](C3)C)C(=O)NO (2R,10bS)-10-fluoro-N-hydroxy-2-methyl-1,2,3,5,6,10b-hexahydropyrrolo[2,1-a]isoquinoline-8-carboxamide